2-bromo-6'-methoxy-3',3'-dimethyl-2',3'-dihydrospiro-[fluorene-9,1'-indene] BrC1=CC2=C(C=C1)C1=CC=CC=C1C21CC(C2=CC=C(C=C12)OC)(C)C